4-(6-ethoxy-3-((5-methoxy-7-methyl-1H-indol-4-yl)methyl)-3-azabicyclo[4.1.0]heptan-2-yl)benzoic acid C(C)OC12CCN(C(C2C1)C1=CC=C(C(=O)O)C=C1)CC1=C2C=CNC2=C(C=C1OC)C